2-(3,5-dimethyl-4-((2'-oxospiro[cyclopropane-1,3'-indolin]-5'-yl)methyl)phenyl)-3,5-dioxo-2,3,4,5-tetrahydro-1,2,4-triazine-6-carboxylic acid CC=1C=C(C=C(C1CC=1C=C2C3(C(NC2=CC1)=O)CC3)C)N3N=C(C(NC3=O)=O)C(=O)O